4-tert-butyl 8-methyl 2,3-dihydro-1,4-benzoxazine-4,8-dicarboxylate O1CCN(C2=C1C(=CC=C2)C(=O)OC)C(=O)OC(C)(C)C